((R)-3-(4-chlorophenyl)pyrrolidin-1-yl)(4-((R)-2-hydroxy-3-(1H-1,2,4-triazol-1-yl)propoxy)phenyl)methanone ClC1=CC=C(C=C1)[C@@H]1CN(CC1)C(=O)C1=CC=C(C=C1)OC[C@@H](CN1N=CN=C1)O